ClC=1C=C(C=2N(N1)C=CN2)[C@@H]2[C@H](C2)C2=CC1=C(C=N2)C(=NN1CC(F)(F)F)C(F)(F)F 6-((1S,2S)-2-(6-chloroimidazo[1,2-b]pyridazin-8-yl)cyclopropyl)-1-(2,2,2-trifluoroethyl)-3-(trifluoromethyl)-1H-pyrazolo[4,3-c]pyridine